BrC1=CC=C(C=C1)NCC1(CC1)C#N (((4-bromophenyl)amino)methyl)cyclopropanecarbonitrile